2-tert-butyl-4-methoxyphenol C(C)(C)(C)C1=C(C=CC(=C1)OC)O